C1(=CC=CC=C1)O.B(O)(O)O borate-phenol